L-beta-homothreonine N[C@@H]([C@H](O)C)CC(=O)O